C(C)(=O)N1\C(\C(C2=CC=CC=C12)=O)=C/C1=NC2=CC=C(C=C2C(=C1)C=1C=CC=C2C=CC=NC12)C(=O)N1CCOCC1 (Z)-1-acetyl-2-((6-(morpholine-4-carbonyl)-[4,8'-biquinolin]-2-yl)-methylene)indolin-3-one